P(O)(=O)(OP(=O)(O)OP(=O)(O)O)OC[C@@H]1[C@H]([C@H]([C@@H](O1)N1C=NC=2C(N)=NC=NC12)N)O 2'-amino-2'-deoxyadenosine-5'-triphosphate